NCC[SiH3] (2-aminoethyl)silane